C(C)(C)(C)OC(=O)N1CCN(CC1)C=1C=NC(=CC1)COC(C)=O 4-(6-(Acetoxymethyl)pyridin-3-yl)piperazine-1-carboxylic acid tert-butyl ester